NCC1=NNC(C2=CC=C(C=C12)C1=C(N(N=C1)C)C1=C(C2=CC=CC=C2C(=C1F)Cl)C#N)=O (M)-2-[4-[4-(aminomethyl)-1-oxo-2H-phthalazin-6-yl]-2-methyl-pyrazol-3-yl]-4-chloro-3-fluoro-naphthalene-1-carbonitrile